tert-butyl N-[(3R)-5-[(4-chlorophenyl)methyl]-7-[5-(1-ethyl-5,5-difluoro-3-piperidyl)-1,3,4-oxadiazol-2-yl]-8-fluoro-1,1,4-trioxo-2,3-dihydro-1λ6,5-benzothiazepin-3-yl]carbamate ClC1=CC=C(C=C1)CN1C([C@H](CS(C2=C1C=C(C(=C2)F)C=2OC(=NN2)C2CN(CC(C2)(F)F)CC)(=O)=O)NC(OC(C)(C)C)=O)=O